FC(C1=C(C(=C(C=C1)[C@@H]1[C@@H](O[C@@]([C@H]1C)(C(F)(F)F)C)C(=O)NC1=CC(=NC=C1)C(=O)N)OC)F)F (2R,3R,4S,5S)-4-[[3-[4-(Difluoromethyl)-3-fluoro-2-methoxy-phenyl]-4,5-dimethyl-5-(trifluoromethyl)-tetrahydrofuran-2-carbonyl]amino]pyridin-2-carboxamid